BrC=1C(=CC(=NC1)[C@H](C)NC(OC(C)(C)C)=O)C tert-butyl N-[(1S)-1-(5-bromo-4-methyl-2-pyridyl)ethyl]carbamate